4-[(3-{4-[(1,1-dioxo-1λ6-thian-4-yl)amino]-1-(2,2,2-trifluoroethyl)-1H-indol-2-yl}prop-2-yn-1-yl)amino]-N-methylbenzene-1-sulfonamide O=S1(CCC(CC1)NC1=C2C=C(N(C2=CC=C1)CC(F)(F)F)C#CCNC1=CC=C(C=C1)S(=O)(=O)NC)=O